N[C@@H]1[C@@H](OCC12CCN(CC2)C=2C(=NC(=C(N2)C)SC2=C(C(=NC=C2)N2CCOCC2)Cl)CO)C {3-[(3S,4S)-4-amino-3-methyl-2-oxa-8-azaspiro[4.5]decan-8-yl]-6-{[3-chloro-2-(morpholin-4-yl)pyridin-4-yl]sulfanyl}-5-methylpyrazin-2-yl}methanol